trimethoxy[2-[7-oxabicyclo[4.1.0]heptane-3-yl]ethyl]silane CO[Si](CCC1CC2OC2CC1)(OC)OC